OC1CCN(C2CC12)C(=O)OC(C)(C)C tert-butyl 5-hydroxy-2-azabicyclo[4.1.0]heptane-2-carboxylate